OC1=C(C(=C(C(=C1C#CC(=O)O)O)O)O)O.[Li] lithium pentahydroxybenzenepropiolic acid